4-(5-bromo-2-pyridinyl)cyclopentanecarbonitrile BrC=1C=CC(=NC1)C1CCC(C1)C#N